3-Trifluoromethyl-L-phenylalanine FC(C=1C=C(C[C@H](N)C(=O)O)C=CC1)(F)F